ClC1=CC(=C(C(=O)N2C[C@H](N(CC2)C2=C(C(=O)NCCN3N=CN=C3)C=C(C=C2)C=2C(=NC=CC2)OCC)CC)C=C1)C(F)(F)F 2-[(2R)-4-[4-chloro-2-(trifluoromethyl)benzoyl]-2-ethylpiperazin-1-yl]-5-(2-ethoxypyridin-3-yl)-N-[2-(1H-1,2,4-triazol-1-yl)ethyl]benzamide